2-ethenyl-4,5,6,7-tetrahydro-1,3-oxazepin-7-one C(=C)C=1OC(CCCN1)=O